phosphate-Cytidine [C@@H]1([C@H](O)[C@H](O)[C@@H](CO)O1)N1C(=O)N=C(N)C=C1.P(=O)(O)(O)O